C(C)(C)(C)NC(CO)OCC 2-tertiarybutylamino-2-ethoxyethanol